ClC=1SC(=C(C1S(=O)(=O)OCC(C)C)P(C(C1=CC=CC=C1)C1=CC=CC=C1)C(C1=CC=CC=C1)C1=CC=CC=C1)Cl isobutyl 2,5-dichloro-4-(bis(diphenylmethyl) phosphino)-3-thiophenesulfonate